N[C@H]1CN(CCC1)C(=O)C=1C=C2OCCN3C(=NC(C1)=C32)C=3N(C2=CC(=CC=C2C3)F)CC3=CC=C(C=C3)F (R)-(3-Aminopiperidin-1-yl)(2-(6-fluoro-1-(4-fluorobenzyl)-1H-indol-2-yl)-3,4-dihydro-5-oxa-1,2a-diazaacenaphthylen-7-yl)methanon